1-(2-bromo-6-fluorophenyl)-4-((tert-butyldimethylsilyl)oxy)piperidine BrC1=C(C(=CC=C1)F)N1CCC(CC1)O[Si](C)(C)C(C)(C)C